3-((R)-2-(2-(4-acetylpiperazin-1-yl)-6-(cyclobutylamino)isonicotinamido)-1-hydroxyethyl)-7-hydroxy-3,4-dihydroisoquinoline C(C)(=O)N1CCN(CC1)C=1C=C(C(=O)NC[C@@H](O)C2N=CC3=CC(=CC=C3C2)O)C=C(N1)NC1CCC1